1-(6-(8-hydroxy-1,4-dioxaspiro[4.5]decan-8-yl)pyridin-3-yl)-4-methylpiperidin-4-ol OC1(CCC2(OCCO2)CC1)C1=CC=C(C=N1)N1CCC(CC1)(O)C